O1CCC2=C1C=C(C=C2)CC=O 2-(2,3-dihydro-1-benzofuran-6-yl)acetaldehyde